(R)-N-(1-(3-(difluoromethyl)-2-fluorophenyl)ethyl)-7-methoxy-2-methyl-6-(4-methylpiperazin-1-yl)quinolin-4-amine dihydrochloride Cl.Cl.FC(C=1C(=C(C=CC1)[C@@H](C)NC1=CC(=NC2=CC(=C(C=C12)N1CCN(CC1)C)OC)C)F)F